(3-(4-(4,6-Dimethylpyrimidin-5-yl)benzyl)-1,2,3-oxadiazol-3-ium-5-yl)((4-(methoxycarbonyl)-3-(trifluoromethyl)phenyl)carbamoyl)amide CC1=NC=NC(=C1C1=CC=C(C[N+]2=NOC(=C2)[N-]C(NC2=CC(=C(C=C2)C(=O)OC)C(F)(F)F)=O)C=C1)C